6-chloro-N-(5-chloro-1-cyclopropyl-1H-pyrazol-4-yl)-7-[4-(3-methylazetidin-1-yl)piperidin-1-yl]quinazolin-2-amine ClC=1C=C2C=NC(=NC2=CC1N1CCC(CC1)N1CC(C1)C)NC=1C=NN(C1Cl)C1CC1